N,N'-Dibenzyliden-1,5-pentandiamin C(C1=CC=CC=C1)=NCCCCCN=CC1=CC=CC=C1